NCC1CC(CCC1)CN ls-1,3-bis(aminomethyl)cyclohexane